(2S)-4-[2-ethoxyethyl-[4-(5,6,7,8-tetrahydro-1,8-naphthyridin-2-yl)butyl]amino]-2-[[(2R)-2-methylpyrrolidine-1-carbonyl]amino]butanoic acid C(C)OCCN(CC[C@@H](C(=O)O)NC(=O)N1[C@@H](CCC1)C)CCCCC1=NC=2NCCCC2C=C1